C(C1=C(C=CC=C1)Cl)C1=C(C=CC=C1)Cl methylenebis(phenyl) chloride